7-bromo-4-chloro-1-(2,2,2-trifluoroethyl)-1H-indazol-3-amine BrC=1C=CC(=C2C(=NN(C12)CC(F)(F)F)N)Cl